NC([C@H](C[C@H]1C(NCC1)=O)NC(=O)[C@H]1N(CC[C@H](C1)C(C)(C)C)C([C@@H](NS(=O)(=O)C(F)(F)F)C(C)C)=O)=O (2S,4R)-N-{(2S)-1-amino-1-oxo-3-[(3S)-2-oxopyrrolidin-3-yl]propan-2-yl}-4-tert-butyl-1-{N-[(trifluoromethyl)sulfonyl]-L-valyl}piperidine-2-carboxamide